1-[3-(difluoromethyl)-6-[6-methoxy-5-[(6-tetrahydrofuran-3-ylpyridazin-3-yl)amino]benzimidazol-1-yl]-2-pyridyl]-5-methyl-pyrazole-3-carbonitrile FC(C=1C(=NC(=CC1)N1C=NC2=C1C=C(C(=C2)NC=2N=NC(=CC2)C2COCC2)OC)N2N=C(C=C2C)C#N)F